3-(1-amino-1,3-dihydrospiro[indene-2,4'-piperidine]-1'-yl)pyrazine-2-carboxamide NC1C2=CC=CC=C2CC12CCN(CC2)C=2C(=NC=CN2)C(=O)N